C(C)(C)(C)N1CCN(CC1)C=1C=C(C=NC1O)C1=NC(=CC(=C1O)C1=CC(=C(C=C1)N1C(N(C=C1)C)=O)Cl)F 1-(4-(5'-(4-(tert-butyl)piperazin-1-yl)-6-fluoro-3,6'-dihydroxy-[2,3'-bipyridin]-4-yl)-2-chlorophenyl)-3-methyl-1,3-dihydro-2H-imidazol-2-one